4-(ethylpropylamino)butanoic acid C(C)N(CCCC(=O)O)CCC